(R or S)-N-(2-(1-cyclopropyl-2-hydroxy-2-methylpropyl)-3-oxoisoindolin-4-yl)-2,3-dihydro-[1,4]dioxino[2,3-b]pyridine-8-carboxamide C1(CC1)[C@H](C(C)(C)O)N1CC2=CC=CC(=C2C1=O)NC(=O)C1=C2C(=NC=C1)OCCO2 |o1:3|